(S)-4-(methylthio)-2-ureidobutyric acid CSCC[C@@H](C(=O)O)NC(=O)N